2beta,3beta,14,20-tetrahydroxy-22,25-epoxy-5beta-cholest-7-en-6-one O[C@@H]1[C@@H](C[C@H]2C(C=C3[C@@]4(CC[C@H]([C@@](C5CCC(C)(C)O5)(C)O)[C@]4(CC[C@@H]3[C@]2(C1)C)C)O)=O)O